[Cu]=O copper-oxide